2-(4-amino-1-methyl-1H-indazol-6-yl)acetonitrile NC1=C2C=NN(C2=CC(=C1)CC#N)C